[Si](C)(C)(C(C)(C)C)OCC1=NN=C(S1)N1N=NC2=C1C=C(C=C2N2CCN(CC2)C(C(C)C)=O)S(=O)(=O)NC2(COC2)C 3-(5-{[(tert-butyldimethylsilyl)oxy]methyl}-1,3,4-thiadiazol-2-yl)-N-(3-methyloxetan-3-yl)-7-[4-(2-methylpropanoyl)piperazin-1-yl]-1,2,3-benzotriazole-5-sulfonamide